1,2-bis-(Tribromophenoxy)ethane BrC1=C(C(=C(OCCOC2=C(C(=C(C=C2)Br)Br)Br)C=C1)Br)Br